5-Isopropyl-2-[[4-(3-methoxyazetidin-1-yl)benzoyl]amino]-4-methyl-thiophene-3-carboxylic acid diethylamine salt C(C)NCC.C(C)(C)C1=C(C(=C(S1)NC(C1=CC=C(C=C1)N1CC(C1)OC)=O)C(=O)O)C